COC1=CC=C(C=C1)CN(CCCC=1N(N=C2C=CC=C(C12)B1OC(C(O1)(C)C)(C)C)C)C N-[(4-methoxyphenyl)methyl]-N-methyl-3-[2-methyl-4-(4,4,5,5-tetramethyl-1,3,2-dioxaborolan-2-yl)indazol-3-yl]propan-1-amine